tris(4-fluorophenyl)methylamine FC1=CC=C(C=C1)C(C1=CC=C(C=C1)F)(C1=CC=C(C=C1)F)N